2-(4-((2-(2,6-difluorophenyl)-5-oxo-6,7-dihydro-5H-pyrrolo[3,4-d]pyrimidin-4-yl)amino)phenyl)-2,4-dimethyl-2H-benzo[b][1,4]oxazin-3(4H)-one FC1=C(C(=CC=C1)F)C=1N=C(C2=C(N1)CNC2=O)NC2=CC=C(C=C2)C2(C(N(C1=C(O2)C=CC=C1)C)=O)C